COC(CN1CCC(CC1)C1=C(C(=CC=C1)OC[C@H](CCC(N)=O)NC(=O)OC(C)(C)C)Cl)=O.BrC=1C=C(C=CC1)C=1SC2=C(N1)C=CC=C2 2-(3-bromophenyl)benzothiazole methyl-2-(4-[3-[(2S)-2-[(tert-butoxycarbonyl)amino]-4-carbamoylbutoxy]-2-chlorophenyl]piperidin-1-yl)acetate